ClC=1C=C(C=C(C1)Cl)[C@H](CC(=O)O)NC(=O)C1CC2(CN(C2)CCC2=NC=3NCCCC3C=C2)C1 (S)-3-(3,5-dichlorophenyl)-3-(2-(2-(5,6,7,8-tetrahydro-1,8-naphthyridin-2-yl)ethyl)-2-azaspiro[3.3]heptane-6-carboxamido)propionic acid